[Cl-].C(N)(OCC1=CC=CC=C1)=O benzyl carbamate chloride